N(=C=S)C1=CC(=NN1C)C 5-isothiocyanato-1,3-dimethyl-pyrazole